C(C)(C)N1CCN(CC1)C1=CC=C(C=C1)C1=C(CCCC2=C1C=CC(=C2)OC)C2=CC=C(C=C2)O 4-(9-(4-(4-isopropylpiperazin-1-yl)phenyl)-3-methoxy-6,7-dihydro-5H-benzo[7]annulen-8-yl)phenol